C1(CC1)CC(C(=O)N[C@@H](CC(=O)OCC)C=1C=C(C=C(C1F)F)C1=C(C=CC=C1C)C)N1C(C=CC(=C1)CCN1CC(C1)F)=O ethyl (3S)-3-(3-cyclopropyl-2-(5-(2-(3-fluoroazetidine-1-yl)ethyl)-2-oxopyridin-1(2H)-yl)propanamido)-3-(4,5-difluoro-2',6'-dimethyl-[1,1'-biphenyl]-3-yl)propanoate